C1(=CC=CC=2C(=CC=CC12)S)S naphthalene-1,5-dithiol